7-(benzo[d]thiazol-2-ylmethyl)-8-methyl-7H-pyrrolo[2,3-h]quinazoline-2,4-diamine S1C(=NC2=C1C=CC=C2)CN2C(=CC=1C2=CC=C2C(=NC(=NC12)N)N)C